racemic-pyridin-2-yl-(o-tolyl)methanol N1=C(C=CC=C1)[C@H](O)C1=C(C=CC=C1)C |r|